2-[1-(6-chloro-2-isoindolin-2-yl-4-oxo-chromen-8-yl)ethylamino]benzoic acid ClC=1C=C2C(C=C(OC2=C(C1)C(C)NC1=C(C(=O)O)C=CC=C1)N1CC2=CC=CC=C2C1)=O